tert-butyl N-[1-(7-{8-fluoro-2-methylimidazo[1,2-a]pyridin-6-yl}-1,8-naphthyridin-3-yl)pyrrolidin-3-yl]-N-methylcarbamate FC=1C=2N(C=C(C1)C1=CC=C3C=C(C=NC3=N1)N1CC(CC1)N(C(OC(C)(C)C)=O)C)C=C(N2)C